6-((3-methyl-1H-pyrazolo[3,4-b]pyridin-5-yl)methyl)-4,5,6,7-tetrahydrothieno[2,3-c]pyridine-3-carboxylic acid CC1=NNC2=NC=C(C=C21)CN2CC1=C(CC2)C(=CS1)C(=O)O